6-[8-[[6-[(2R)-2-aminopropoxy]-4-fluoro-2,3-dihydro-1H-inden-2-yl]methyl]-2-oxo-1-oxa-3,8-diazaspiro[4.5]decan-3-yl]-4H-pyrazino[2,3-b][1,4]oxazin-3-one N[C@@H](COC1=CC(=C2CC(CC2=C1)CN1CCC2(CN(C(O2)=O)C2=NC3=C(OCC(N3)=O)N=C2)CC1)F)C